(2-(((2-aminopyridin-4-yl)amino)methyl)-6-cyclopropylimidazo[1,2-a]pyridin-8-yl)methanol NC1=NC=CC(=C1)NCC=1N=C2N(C=C(C=C2CO)C2CC2)C1